C1=CCCCOS1(=O)=O 1-pentene-1,5-sultone